N=1C=CN2C1N=CC(=C2)C2=CNC=1N=C(N=C(C12)OC([2H])([2H])[2H])NC1CCC(CC1)(O)C (1r,4r)-4-((5-(imidazo[1,2-a]pyrimidin-6-yl)-4-(methoxy-d3)-7H-pyrrolo[2,3-d]pyrimidin-2-yl)amino)-1-methylcyclohexan-1-ol